5-(8-(2-azabicyclo[2.2.2]octan-2-yl)imidazo[1,2-b]pyridazin-6-yl)pyrimidine-2,4(1H,3H)-dione C12N(CC(CC1)CC2)C=2C=1N(N=C(C2)C=2C(NC(NC2)=O)=O)C=CN1